2-[(methacryloyl)ethyl]-trimethyl-acrylic acid C(C(=C)C)(=O)CCC(C(=O)OC)=C(C)C